FC(C=1C(NC(NN1)=O)=O)(F)F 6-(trifluoromethyl)-2H-1,2,4-triazine-3,5-dione